ClC=1C(=C(NC=2C3=C(N=CN2)C=CC(=N3)N3CC2(CCN2C(=O)OC(C)(C)C)C3)C=CC1OC(C)C)F tert-butyl 6-[4-(3-chloro-2-fluoro-4-isopropoxy-anilino)pyrido[3,2-d]pyrimidin-6-yl]-1,6-diazaspiro[3.3]heptane-1-carboxylate